CN(S(=O)(=O)NCC1=CC=C(C=C1)C1=NOC(=N1)C(F)(F)F)C 3-[4-[(dimethylsulfamoylamino)methyl]phenyl]-5-(trifluoromethyl)-1,2,4-oxadiazole